tert-butyl 7-((methylsulfonyl) oxy)-2-azaspiro[3.5]nonane-2-carboxylate CS(=O)(=O)OC1CCC2(CN(C2)C(=O)OC(C)(C)C)CC1